6-bromo-2-(tert-butyl)-3-oxoisoindoline-4-sulfonyl chloride BrC=1C=C(C=2C(N(CC2C1)C(C)(C)C)=O)S(=O)(=O)Cl